2-Ethylmalate C(C)C(C(=O)[O-])(O)CC(=O)[O-]